ClC1=CC=C(C=C1)NC(=O)C=1C2=C(SC1C1N(CCOC1C(=O)N)S(=O)(=O)C)CCC2 [3-[(4-chlorophenyl)carbamoyl]-5,6-dihydro-4H-cyclopenta[b]thiophen-2-yl]-4-methylsulfonyl-morpholine-2-carboxamide